O=C1NC(CCC1N1C(C2=CC=C(C=C2C1=O)NCCCCCCN1N=CC(=C1)C1=NC2=CC(=CC=C2N=C1)OC)=O)=O (2,6-Dioxopiperidin-3-yl)-5-((6-(4-(7-methoxyquinoxalin-2-yl)-1H-pyrazol-1-yl)hexyl)amino)isoindoline-1,3-dione